rac-(1r,2s)-1-(2-methoxy-5-methylphenyl)-N-(2-methylquinoline-5-sulfonyl)-2-[2-(trifluoromethyl)phenyl]cyclopropane-1-carboxamide COC1=C(C=C(C=C1)C)[C@@]1([C@@H](C1)C1=C(C=CC=C1)C(F)(F)F)C(=O)NS(=O)(=O)C=1C=2C=CC(=NC2C=CC1)C |r|